N1C[C@@H](O[C@H]2[C@H](O)[C@@H](O)[C@H](O)[C@H](O2)CO)[C@H](O)[C@H]1CO 1,4-dideoxy-1,4-imino-(2-O-β-D-glucopyranosyl)-D-arabinitol